NC1=C(C=2C(=NC=CN2)N=C1C(=O)N)C1=C(C(=CC=C1C)O)C (M)-7-Amino-8-(3-hydroxy-2,6-dimethylphenyl)pyrido[2,3-b]pyrazine-6-carboxamide